(S)-4-(5-(but-2-ynamido)cyclohex-1-en-1-yl)-5-fluoro-2,3-dimethyl-1H-indole-7-carboxamide C(C#CC)(=O)N[C@H]1CCC=C(C1)C1=C2C(=C(NC2=C(C=C1F)C(=O)N)C)C